Methyl 2-(4-(4-(tert-butoxycarbonyl)-6-((4-cyano-2-fluorobenzyl) oxy) pyridin-2-yl)-2-fluorobenzyl)-1-(2-methoxyethyl)-1H-benzo[d]imidazole-6-carboxylate C(C)(C)(C)OC(=O)C1=CC(=NC(=C1)OCC1=C(C=C(C=C1)C#N)F)C1=CC(=C(CC2=NC3=C(N2CCOC)C=C(C=C3)C(=O)OC)C=C1)F